3-((2-(6-(4-methoxyphenyl)pyridin-2-yl)morpholino)methyl)-N,N-dimethylpyridin-2-amine COC1=CC=C(C=C1)C1=CC=CC(=N1)C1OCCN(C1)CC=1C(=NC=CC1)N(C)C